OCC(C)(C)C1=CC=C(NC2=NC=C(C(=N2)N[C@H](CO)C2=CC=CC=C2)C(=O)NC)C=C1 2-[4-(2-hydroxy-1,1-dimethyl-ethyl)anilino]-4-[[(1S)-2-hydroxy-1-phenyl-ethyl]amino]-N-methyl-pyrimidine-5-carboxamide